Formamidine bromine [Br].C(=N)N